(cyclooctadiene) triflate rhodium [Rh+3].[O-]S(=O)(=O)C(F)(F)F.C1=CC=CCCCC1.[O-]S(=O)(=O)C(F)(F)F.[O-]S(=O)(=O)C(F)(F)F